[Pd]Br palladium(I) bromide